COC(CCC1=C(C=C(C(=C1)C(C)(C)C)O)C(CC1=CC=CC=C1)C1=C(C(=CC(=C1)C(C)(C)C)C(C)(C)C)O)=O 3-(5-(tert-butyl)-2-(1-(3,5-di-tert-butyl-2-hydroxyphenyl)-2-phenylethyl)-4-hydroxyphenyl)propionic acid methyl ester